ClC1=CC=C2C=CN(C2=C1S(=O)(=O)C)C1=NC=C(C(=N1)OC)CC(F)F 6-chloro-N-[5-(2,2-difluoroethyl)-4-methoxy-pyrimidin-2-yl]-7-mesyl-1H-indole